FC(CCCOP(=O)(OCCCC(C(C(F)(F)F)(F)F)(F)F)OCCCC(C(C(F)(F)F)(F)F)(F)F)(C(C(F)(F)F)(F)F)F Tris(4,4,5,5,6,6,6-heptafluorohexyl)phosphate